CN(C)CC1=C(C=CC(=N1)NC=1C=CC(=C2CNC(C12)=O)C1=CN=C2N1C=CC(=C2)F)C2(CCOCC2)COC 7-((6-((dimethylamino)-methyl)-5-(4-(methoxymeth-yl)tetrahydro-2H-pyran-4-yl)pyridin-2-yl)amino)-4-(7-fluoroimidazo[1,2-a]pyridin-3-yl)isoindolin-1-one